3-(3-fluorophenyl)-1H-imidazo[4,5-c]pyridin-2(3H)-one FC=1C=C(C=CC1)N1C(NC2=C1C=NC=C2)=O